4,4-bis(((Z)-oct-5-en-1-yl)oxy)butanenitrile C(CCC\C=C/CC)OC(CCC#N)OCCCC\C=C/CC